2-{3-[(4-methanesulfonyl-2-methoxyphenyl)amino]prop-1-yn-1-yl}-N-[(3R)-piperidin-3-yl]-1-(2,2,2-trifluoroethyl)-1H-indol-4-amine CS(=O)(=O)C1=CC(=C(C=C1)NCC#CC=1N(C=2C=CC=C(C2C1)N[C@H]1CNCCC1)CC(F)(F)F)OC